O1CCC1C(=O)O oxetan-4-carboxylic acid